Cl.C(C1=CC=CC=C1)OCC(C1=NC(=NO1)C1=CC(=CC=C1)F)N 2-benzyloxy-1-[3-(3-fluorophenyl)-1,2,4-oxadiazol-5-yl]Ethylamine hydrochloride